C(C)(C)(C)OC(=O)N(CCOC=1C=C(C=CC1F)B(O)O)C (3-(2-((tert-butoxycarbonyl)(methyl)amino)ethoxy)-4-fluorophenyl)boronic acid